C=CCSC[C@@H](C(=O)O)N The molecule is an S-hydrocarbyl-L-cysteine that is L-cysteine in which the hydrogen attached to the sulphur is replaced by a prop-2-enyl group. It commonly occurs in garlic and has been found to exhibit antineoplastic activity. It has a role as a metabolite and an antineoplastic agent. It is a tautomer of a S-allylcysteine zwitterion.